NC1=NC=NC=2N(C3=CC=CC(=C3C21)C)CC(=O)N2[C@@H]1C[C@@H]1C[C@H]2C(=O)NC2=NC(=CC=C2)Br (1R,3S,5R)-2-(2-(4-amino-5-methyl-9H-pyrimido[4,5-b]indol-9-yl)acetyl)-N-(6-bromopyridin-2-yl)-2-azabicyclo[3.1.0]hexane-3-carboxamide